FC(OC1=C(C=CC=C1)C1CC(OCC1)=O)(F)F 4-(2-(Trifluoromethoxy)phenyl)tetrahydro-2H-pyran-2-one